C(C)N1C[C@@H](CCC1)NC=1C(N(C=NN1)C)=O 6-[[(3R)-1-ethyl-3-piperidyl]amino]-4-methyl-1,2,4-triazin-5-one